3-Ethyl-3-(Methacryloyloxy)Methyloxetane C(C)C1(COC1)COC(C(=C)C)=O